2,6-naphthalenedi-amine C1=C(C=CC2=CC(=CC=C12)N)N